1-(4-(3-(4-chlorophenyl)-1-tosyl-1H-pyrrolo[2,3-b]pyridin-5-yl)benzyl)piperidin-3-ol ClC1=CC=C(C=C1)C1=CN(C2=NC=C(C=C21)C2=CC=C(CN1CC(CCC1)O)C=C2)S(=O)(=O)C2=CC=C(C)C=C2